1-(6-(7-methyl-3-(trifluoromethyl)-[1,2,4]triazolo[4,3-b]pyridazin-6-yl)-5,6,7,8-tetrahydro-1,6-naphthyridin-3-yl)-2,3-dihydro-1H-pyrido[2,3-b][1,4]oxazine CC1=CC=2N(N=C1N1CC=3C=C(C=NC3CC1)N1C3=C(OCC1)N=CC=C3)C(=NN2)C(F)(F)F